(R)-3-amino-4-phenyl-N,N-dimethylbutyramide N[C@@H](CC(=O)N(C)C)CC1=CC=CC=C1